yttrium(III) nitrate hydrate O.[N+](=O)([O-])[O-].[Y+3].[N+](=O)([O-])[O-].[N+](=O)([O-])[O-]